C1(=CC=CC=C1)N(C=1C=C(C=CC1)N(C1=CC=CC=C1)C1=CC=CC=2C3=CC=CC=C3N(C12)C1=CC=CC=C1)C1=CC=CC=C1 1-[N-(3-diphenylaminophenyl)-N-phenylamino]-9-phenylcarbazole